C1=CC=CC=2C3=CC=CC=C3C(C12)COC(=O)N[C@H](C(=O)OCC1=CC=CC=C1)[C@@H](C1=CC=CC=C1)OC(C)(C)C benzyl (2S,3R)-2-((((9H-fluoren-9-yl)methoxy)carbonyl)amino)-3-(tert-butoxy)-3-phenylpropanoate